1-(2-ethyl-5-(2-fluoro-3-nitrophenyl)-2H-1,2,3-triazol-4-yl)-N-methylethan-1-amine C(C)N1N=C(C(=N1)C(C)NC)C1=C(C(=CC=C1)[N+](=O)[O-])F